C(C)OC(CC=1OC(=NN1)C1=CC2=CC=CC=C2C=C1)=O 5-(2-naphthyl)-1,3,4-oxadiazole-2-acetic acid ethyl ester